2-(3-azaspiro[5.5]undecan-9-yl)acetaldehyde C1CNCCC12CCC(CC2)CC=O